C(C)NS(=O)(=O)C(C(C(C(C(C(C(C(F)(F)F)(F)F)(F)F)(F)F)(F)F)(F)F)(F)F)(F)F N-ethyl-perfluoro-1-octanesulfonamide